(4-chloro-benzyl)-carbamic acid tert-butyl ester C(C)(C)(C)OC(NCC1=CC=C(C=C1)Cl)=O